1-(3-bromo-2-pyridinyl)-8-chloro-6-fluoro-1,4-dihydro-7-(4-methylpiperazinyl)-4-oxo-3-quinolinecarboxylic acid BrC=1C(=NC=CC1)N1C=C(C(C2=CC(=C(C(=C12)Cl)N1CCN(CC1)C)F)=O)C(=O)O